holmium fluorotellurite [Te](=O)([O-])F.[Ho+3].[Te](=O)([O-])F.[Te](=O)([O-])F